CN(C)CC1=C(C=CC=C1)C1=CC=C(S1)C(C)NC1=NC(NC2=CC(=C(C=C12)OC)OC)=O 4-((1-(5-(2-((dimethylamino)methyl)phenyl)thiophen-2-yl)ethyl)amino)-6,7-dimethoxyquinazolin-2(1H)-one